N1N=CC(=C1)C1=CC=C(O1)C(=O)NC=1C(=NN(C1)C1CN(C1)C(=O)NC(C)(C)C)C1=NC=CC=C1 3-[4-{5-(1H-Pyrazol-4-yl)furan-2-carboxamido}-3-(pyridine-2-yl)-1H-pyrazol-1-yl]-N-(tert-butyl)azetidine-1-carboxamide